2,2-difluoro-3-(4-(1H-indol-3-yl)furan-2-yl)-3-oxopropionic acid FC(C(=O)O)(C(=O)C=1OC=C(C1)C1=CNC2=CC=CC=C12)F